1-[3-(triazol-2-yl)pyrazin-2-yl]ethylamine N=1N(N=CC1)C=1C(=NC=CN1)C(C)N